C(C)OC=O.CC1(CC1)C racemic-2,2-dimethylcyclopropane ethyl-formate